C1(CCC1)C1=CN=C(S1)C=1C=C(C(=O)NCC=2N=NC(=CC2)C)C=C(C1)OC[C@@H]1COCC1 3-(5-cyclobutyl-1,3-thiazol-2-yl)-N-[(6-methylpyridazin-3-yl)methyl]-5-[(3S)-tetrahydrofuran-3-ylmethoxy]benzamide